FC1=CC(=C(C(=C1)OC)CO)OC (4-fluoro-2,6-dimethoxyphenyl)methanol